C(C(C)C)(=O)OC[C@H]1O[C@H]([C@]([C@@H]1OC(CC1=CC=CC=C1)=O)(C)F)N1C2=NC(=NC(=C2N=C1)NC)NC(CC1=CC=CC=C1)=O ((2R,3R,4R,5R)-4-fluoro-4-methyl-5-(6-(methylamino)-2-(2-phenylacetamido)-9H-purin-9-yl)-3-(2-phenylacetoxy)tetrahydrofuran-2-yl)methyl isobutyrate